3-(5-(((R)-1-(7-oxaspiro[3.5]nonan-2-yl)piperidin-3-yl)oxy)-1-oxoisoindolin-2-yl)piperidine-2,6-dione C1C(CC12CCOCC2)N2C[C@@H](CCC2)OC=2C=C1CN(C(C1=CC2)=O)C2C(NC(CC2)=O)=O